methyl-((4-fluorophenyl) carbamoyl) cyclopropanecarboxylate C1(CC1)C(=O)OC(N(C1=CC=C(C=C1)F)C)=O